OC1(CCN(CC1)C(C[C@@H](C)C1=CC=CC=C1)=O)CN1C=C(C(=CC1=O)C1=CC=CC=C1)C(=O)N(C1=CC=CC=C1)C (R)-1-((4-hydroxy-1-(3-phenylbutyryl)piperidin-4-yl)methyl)-N-methyl-6-oxo-N,4-diphenyl-1,6-dihydropyridine-3-carboxamide